(R)-2-methyl-4-(6-nitropyridin-3-yl)piperazine-1-carboxylic acid tert-butyl ester C(C)(C)(C)OC(=O)N1[C@@H](CN(CC1)C=1C=NC(=CC1)[N+](=O)[O-])C